2-(2-hydroxyethyl)-1-methylpyridin-1-ium OCCC1=[N+](C=CC=C1)C